C(=O)O.C12C(CC(CC1)CC1CC3C(CC1)O3)O2 4-epoxycyclohexylmethyl-(3,4-epoxycyclohexane) formate